ClC(CCl)(Cl)Cl 1,1,1,2-Tetrachloroethane